ClCC(=O)N(CC1=CC=C(C=C1)OC)CC1(CC(C2(OCCO2)CC1)(C)C)O 2-chloro-N-((8-hydroxy-6,6-dimethyl-1,4-dioxaspiro[4.5]decan-8-yl)methyl)-N-(4-methoxybenzyl)acetamide